The molecule is a resin glycoside that is the pentasaccharide derivative of jalapinolic acid. Isolated from the aerial parts of Ipomoea pes-caprae, it has been found to exhibit potential inhibitory effect against multidrug resistance in the human breast cancer cell line. It has a role as a metabolite. It is a cinnamate ester, a macrocyclic lactone, a pentasaccharide derivative, a resin glycoside and an octanoate ester. It derives from a (S)-2-methylbutyric acid, a trans-cinnamic acid and a jalapinolic acid. CCCCCCCC(=O)O[C@@H]1[C@@H]([C@H]([C@@H](O[C@H]1O[C@H]2[C@@H](O[C@@H]3[C@@H]([C@@H]2OC(=O)CCCCCCCCC[C@@H](O[C@H]4[C@H](O3)[C@H]([C@H]([C@H](O4)C)O)O)CCCCC)O)C)C)O[C@H]5[C@@H]([C@@H]([C@H]([C@@H](O5)C)OC(=O)[C@@H](C)CC)OC(=O)/C=C/C6=CC=CC=C6)O)O[C@H]7[C@@H]([C@@H]([C@H]([C@@H](O7)C)O)O)O